FCCCNCCOC1=CC(=CC(=C1)[C@H]1N([C@@H](CC2=C1NC1=CC=CC=C21)C)CC(F)(F)F)F 3-fluoro-N-(2-(3-fluoro-5-((1R,3R)-3-methyl-2-(2,2,2-trifluoroethyl)-2,3,4,9-tetrahydro-1H-pyrido[3,4-b]indol-1-yl)phenoxy)ethyl)propan-1-amine